BrC=1C=CC(=NC1C)C=1N=NN(C1COC=1C=CC(N(N1)CCC)=O)C 6-((4-(5-bromo-6-methylpyridin-2-yl)-1-methyl-1H-1,2,3-triazol-5-yl)methoxy)-2-propylpyridazin-3(2H)-one